3-methyl-2-(methyl(1-methyl-1H-benzo[d]imidazol-6-yl)amino)butanamide CC(C(C(=O)N)N(C=1C=CC2=C(N(C=N2)C)C1)C)C